dichloro(N,N,N',N'-tetramethylethylenediamine) zinc(II) [Zn+2].ClC(C(N(C)C)Cl)N(C)C